CC1(C2CCC1(C(=O)C2)CS(=O)(=O)O)C Camsylate